(NZ,R)-N-[1-(3,6-dimethyl-4-oxo-2-tetrahydropyran-3-yl-quinazolin-8-yl)ethylidene]-2-methyl-prop-ane-2-sulfinamide CN1C(=NC2=C(C=C(C=C2C1=O)C)\C(\C)=N/[S@](=O)C(C)(C)C)C1COCCC1